BrC1=C(C=C(C#N)C=C1)C(F)(F)F 4-bromo-3-(trifluoromethyl)benzonitrile